4-[[5-[(2-chloro-3-fluoro-4-pyridyl)oxy]-4-methyl-3-pyridyl]oxy]-3-fluoro-aniline ClC1=NC=CC(=C1F)OC=1C(=C(C=NC1)OC1=C(C=C(N)C=C1)F)C